3-methyl-4,5,6,7-tetrahydro-1H-indazole-5-carboxylic acid CC1=NNC=2CCC(CC12)C(=O)O